2-ethyl-2-(hydroxymethyl)-1,3-propanediol triacrylate C(C=C)(=O)O.C(C=C)(=O)O.C(C=C)(=O)O.C(C)C(CO)(CO)CO